(S)-2-((bis(4-methoxyphenyl)(phenyl)methoxy)methyl)oxirane Tertiary butyl-decane-8-carboxylate C(C)(C)(C)OC(=O)C(CCCCCCC)CC.COC1=CC=C(C=C1)C(OC[C@H]1OC1)(C1=CC=CC=C1)C1=CC=C(C=C1)OC